N-(6,6-dimethyl-5,7-dihydropyrrolo[1,2-c]imidazol-1-yl)-4-methyl-3-[2-(3-pyridyl)ethynyl]benzamide CC1(CC=2N(C=NC2NC(C2=CC(=C(C=C2)C)C#CC=2C=NC=CC2)=O)C1)C